benzyl (2S*,3S*)-2-benzyl-3-hydroxy-3-methylpyrrolidine-1-carboxylate C(C1=CC=CC=C1)[C@@H]1N(CC[C@]1(C)O)C(=O)OCC1=CC=CC=C1 |o1:7,11|